N[C@@H]1C2=CC=CC=C2CC12CCN(CC2)C=2C(=NC(=CN2)C#CCN2N=CC1=C(C=CC=C21)N)CO (S)-(3-(1-amino-1,3-dihydrospiro[inden-2,4'-piperidin]-1'-yl)-6-(3-(4-amino-1H-indazol-1-yl)prop-1-yn-1-yl)pyrazin-2-yl)methanol